3-(4-(((1S)-2,2-difluorocyclopropyl)methoxy)phenyl)-8-methoxy-2-(trifluoromethyl)-4H-pyrido[1,2-a]pyrimidin-4-one FC1([C@@H](C1)COC1=CC=C(C=C1)C1=C(N=C2N(C1=O)C=CC(=C2)OC)C(F)(F)F)F